N1=CC=C(C=C1)CC=1N=C(SC1)C=O 4-(pyridin-4-ylmethyl)-1,3-thiazole-2-carbaldehyde